N1(C=NC2=C1C=CC=C2)CC(C(C)(C)C)=O 1-(1H-benzimidazol-1-yl)-3,3-dimethylbutan-2-one